2,4-diphenyl-6-(4'-(4,4,5,5-tetramethyl-1,3,2-dioxaborolan-2-yl)-[1,1'-biphenyl]-4-yl)-1,3,5-triazine C1(=CC=CC=C1)C1=NC(=NC(=N1)C1=CC=CC=C1)C1=CC=C(C=C1)C1=CC=C(C=C1)B1OC(C(O1)(C)C)(C)C